BrCC1=C2C(=CC(=C1)O2)CBr 2,6-dibromomethyl-1,4-phenylene oxide